[SiH2](O[SiH3])O[SiH2]O[SiH3] disiloxane-1-yl ether